tert-butyl 1'-(3-methyl-2-oxo-2,3-dihydro-1H-benzo[d]imidazol-5-yl)-[1,4'-bipiperidine]-4-carboxylate CN1C(NC2=C1C=C(C=C2)N2CCC(CC2)N2CCC(CC2)C(=O)OC(C)(C)C)=O